chloro-3-(2,3-dichlorophenyl)pyrazine-2-amine ClC=1N=C(C(=NC1)N)C1=C(C(=CC=C1)Cl)Cl